OCC(C)NC(CO)C bis(2-hydroxy-1-methylethyl)amine